2-(4-(3-amino-1H-pyrazolo[3,4-b]pyridin-5-yl)benzylamino)-N-(3-fluorophenyl)-5-(trifluoromethyl)nicotinamide NC1=NNC2=NC=C(C=C21)C2=CC=C(CNC1=C(C(=O)NC3=CC(=CC=C3)F)C=C(C=N1)C(F)(F)F)C=C2